N-((2,6-diisopropylphenyl)carbamoyl)-4-(hydroxyimino)-4,5,6,7-tetrahydrobenzofuran-2-sulfonamide C(C)(C)C1=C(C(=CC=C1)C(C)C)NC(=O)NS(=O)(=O)C=1OC2=C(C1)C(CCC2)=NO